COC=1C(=NC=CC1)CNC(C(C)(C)NC(OC(C)(C)C)=O)=O tert-butyl (1-(((3-methoxypyridin-2-yl)methyl)amino)-2-methyl-1-oxopropan-2-yl)carbamate